diaminotriethoxysilane NC(CO[SiH](OCC)OCC)N